3-(5-((7-((adamantan-1-yl)amino)heptyl)thio)-1-oxoisoindolin-2-yl)piperidine-2,6-dione C12(CC3CC(CC(C1)C3)C2)NCCCCCCCSC=2C=C3CN(C(C3=CC2)=O)C2C(NC(CC2)=O)=O